C(#CC)C1=C2C=NN(C2=C(C=C1)C(=O)OC)CC1=CC=C(C=C1)C=1SC=CN1 methyl 4-(propan-1-yn-1-yl)-1-(4-(thiazol-2-yl) benzyl)-1H-indazole-7-carboxylate